Cl.CN1C(NC=C1)=O 1-methyl-2-oxo-4-imidazoline hydrochloride